FC=1C=C(C=CC1S(=O)(=O)CCC1CCN(CC1)C(CCC1=C(C=C(C=C1)C(F)(F)F)CN1N=C(N=N1)C)=O)S(=O)(=O)N 3-fluoro-4-[2-[1-[3-[2-[(5-methyltetrazol-2-yl)methyl]-4-(trifluoromethyl)phenyl]propanoyl]-piperidin-4-yl]ethylsulfonyl]benzenesulfonamide